N-(1-(1-methoxypropane-2-yl)-3-(oxetan-3-yloxy)-1H-pyrazol-4-yl)carboxamide COCC(C)N1N=C(C(=C1)NC=O)OC1COC1